(E)-4-(3-(4-methoxyphenyl)but-2-en-1-yl)-N-phenylpiperazine-1-carboxamide COC1=CC=C(C=C1)/C(=C/CN1CCN(CC1)C(=O)NC1=CC=CC=C1)/C